O1C(C(C=C1)=[Se])C=1OC=CC1 bifuraneselon